Cl/C(/C(=O)O)=C\C=C(\C(=O)O)/Cl 2,5-dichloromuconic acid